methyl methansulphonate CS(=O)(=O)OC